(1S,2S)-2-(3-chlorophenyl)-N-(4-(((6-cyclopropyl-8-(4-cyclopropyl-piperazin-1-yl)imidazo[1,2-a]pyridin-2-yl)methyl)amino)pyridin-2-yl)cyclopropane-1-carboxamide ClC=1C=C(C=CC1)[C@@H]1[C@H](C1)C(=O)NC1=NC=CC(=C1)NCC=1N=C2N(C=C(C=C2N2CCN(CC2)C2CC2)C2CC2)C1